diphenyliodonium p-toluene-sulfonate CC1=CC=C(C=C1)S(=O)(=O)[O-].C1(=CC=CC=C1)[I+]C1=CC=CC=C1